O1CCC(=CC1)C=1C(C(=CN(C1C)C)C(=O)NC1=CC(=C(C=C1)OC1=CC=NC2=CC(=CN=C12)OC)F)=O 5-(3,6-dihydro-2H-pyran-4-yl)-N-[3-fluoro-4-[(7-methoxy-1,5-naphthyridin-4-yl)oxy]phenyl]-1,6-dimethyl-4-oxopyridine-3-carboxamide